FC1=CC2=C(C(COC2)=C)C=C1 7-fluoro-4-methylidene-1,3-dihydro-2-benzopyran